FC=1C(=NC=CC1CN1C(OC2=CC(=CN=C2C1C)OC=1OC=CN1)=O)NS(=O)(=O)NC 3-{[3-fluoro-2-(methylaminosulfonylamino)-4-pyridyl]methyl}-4-methyl-7-(1,3-oxazol-2-yloxy)-3,4-dihydro-2H-1-oxa-3,5-diazanaphthalen-2-one